p-Cymen C1(=CC=C(C=C1)C)C(C)C